C1(CC1)C1=C(C=C(C(=C1)CN1CCC2(CN(C(O2)=O)[C@H]2CC[C@H](CC2)P(O)(O)=O)CC1)OCC)C1=CC=C(C=C1)F ((cis)-4-(8-((2-cyclopropyl-5-ethoxy-4'-fluoro-[1,1'-biphenyl]-4-yl)methyl)-2-oxo-1-oxa-3,8-diazaspiro[4.5]decan-3-yl)cyclohexyl)phosphonic acid